3-(((4-cyanobenzoyl)oxy)(6-fluoropyridine-3-carbonyl)amino)benzamide C(#N)C1=CC=C(C(=O)ON(C=2C=C(C(=O)N)C=CC2)C(=O)C=2C=NC(=CC2)F)C=C1